CCCCCCCCC(CCCCCCCC)OC(CCCN(CCCCCC(C(=O)OCCCCCCCCCC)NCCO)CCO)=O decyl 4-(3-((4-(heptadecan-9-yloxy)-4-oxobutyl)(2-hydroxyethyl)amino)propyl)(2-hydroxyethyl)aminobutyrate